2-[3-(1,3-Benzothiazole-2-ylamino)-4-methyl-6,7-dihydro-5H-pyrido[2,3-c]pyridazin-8-yl]-5-[3-[4-[3-(diisopropylamino)prop-1-ynyl]-2-fluoro-phenoxy]propyl]thiazole-4-carboxylic acid S1C(=NC2=C1C=CC=C2)NC2=C(C1=C(N=N2)N(CCC1)C=1SC(=C(N1)C(=O)O)CCCOC1=C(C=C(C=C1)C#CCN(C(C)C)C(C)C)F)C